3-(2-(allyl (methyl) amino) ethyl)-1H-indol-5-yl acetate C(C)(=O)OC=1C=C2C(=CNC2=CC1)CCN(C)CC=C